C[Si](C1=CC(=NC=C1)Br)(C)C 4-trimethylsilyl-2-bromopyridine